3-((benzyloxy)methyl)-7-formyl-3-methyl-2,3-dihydrobenzofuran-6-carboxylic acid C(C1=CC=CC=C1)OCC1(COC2=C1C=CC(=C2C=O)C(=O)O)C